2-morpholino-6-oxo-1,6-dihydropyridine-3-carboxylic acid ethyl ester C(C)OC(=O)C1=C(NC(C=C1)=O)N1CCOCC1